C1(CC1)N1N=CC=2C1=NC(=NC2SCC(=O)C2=CC=C(S2)CNC(CO)=O)C(F)(F)F N-((5-(2-((1-cyclopropyl-6-(trifluoromethyl)-1H-pyrazolo[3,4-d]pyrimidin-4-yl)thio)acetyl)thiophen-2-yl)methyl)-2-hydroxyacetamide